Cl.FC1([C@@H](C[C@@H](CC1)N)C)F |r| (1RS,3RS)-4,4-difluoro-3-methylcyclohexylamine hydrochloride